S-methyl dithiocarbazate C(NN)(=S)SC